O1CCN(CC1)CC1=CC(=NC(=C1)NC=1SC(=CN1)C=1N=NN(N1)C1=CC=CC=C1)NC1CCC(CC1)O (1R,4R)-4-((4-(morpholinomethyl)-6-((5-(2-phenyl-2H-tetrazol-5-yl)thiazol-2-yl)amino)pyridin-2-yl)amino)cyclohexan-1-ol